4-(2-(4-acrylamidophenyl)-4-amino-7-cyano-1-methyl-1H-pyrrolo[3,2-c]pyridin-3-yl)-2-methoxy-N-(1-(trifluoromethyl)cyclopropyl)benzamide C(C=C)(=O)NC1=CC=C(C=C1)C1=C(C=2C(=NC=C(C2N1C)C#N)N)C1=CC(=C(C(=O)NC2(CC2)C(F)(F)F)C=C1)OC